ClC=1C(=C(C=CC1Cl)NC1=NC=NC2=CC(=C(C=C12)[N+](=O)[O-])C#C[C@@]12CN(C[C@H]2C1)C)F N-(3,4-dichloro-2-fluorophenyl)-7-(((1r,5s)-3-methyl-3-azabicyclo[3.1.0]hexane-1-yl)ethynyl)-6-nitroquinazolin-4-amine